5-(Quinolin-2-yl)isoindolin-1-one N1=C(C=CC2=CC=CC=C12)C=1C=C2CNC(C2=CC1)=O